COC(C(=CC=1SC(=CC1)Br)C#N)=O 3-(5-bromothiophen-2-yl)-2-cyanoprop-2-enoic acid methyl ester